BrC1=CN(C2=CC(=CC=C2C1=O)C1=NC(=NC=C1F)N[C@H]1[C@@H](COCC1)O)C(C)C 3-bromo-7-(5-fluoro-2-(((3S,4R)-3-hydroxytetrahydro-2H-pyran-4-yl)amino)pyrimidin-4-yl)-1-isopropylquinolin-4(1H)-one